(E)-4-((4-Amino-8-(4-(2-cyanovinyl)-2,6-dimethylphenyl)quinazolin-2-yl)amino)benzonitrile NC1=NC(=NC2=C(C=CC=C12)C1=C(C=C(C=C1C)\C=C\C#N)C)NC1=CC=C(C#N)C=C1